1H-benzo[d]benzene C1CC=CC=2C1=CC=CC2